C(C)C=1C=C2C(\C(\C(OC2=CC1)C(C(=O)OC)(C)C)=C/NS(=O)(=O)C1=CC=C(C=C1)OC)=O methyl (Z)-2-(6-ethyl-3-(((4-methoxyphenyl)sulfonamido) methylene)-4-oxochroman-2-yl)-2-methylpropanoate